N[C@H](C#N)C[C@H]1C(NC2=C(O1)C=CC(=C2)F)=O (S)-2-amino-3-((S)-6-fluoro-3-oxo-3,4-dihydro-2H-benzo[b][1,4]oxazin-2-yl)propanenitrile